N-(3-methyl-4-{[1,2,4]triazolo[1,5-a]pyridin-7-yloxy}phenyl)-6-[(2S)-2-methylpiperazin-1-yl]pyrido[3,4-d]pyrimidin-4-amine hydrochloride Cl.CC=1C=C(C=CC1OC1=CC=2N(C=C1)N=CN2)NC=2C1=C(N=CN2)C=NC(=C1)N1[C@H](CNCC1)C